FC1=CC=C(CNC2=NC3=CC=CC=C3N=C2NC2=CC(=C(C(=C2)F)F)F)C=C1 N2-(4-fluorobenzyl)-N3-(3,4,5-trifluorophenyl)quinoxaline-2,3-diamine